2-(pyrrolidin-2-yl)propionic acid methyl ester COC(C(C)C1NCCC1)=O